4-[2-[2-[5-bromo-2-(8-chloro-4-oxo-chromen-2-yl)phenoxy]ethoxy]ethyl]morpholine-2-carboxylic acid BrC=1C=CC(=C(OCCOCCN2CC(OCC2)C(=O)O)C1)C=1OC2=C(C=CC=C2C(C1)=O)Cl